N1=C(N=CC=C1)C1=NC=NC(=C1)N1C(C2=CC(=C(C=C2C1CC)OC)OC)=O 2-([2,4'-bipyrimidin]-6'-yl)-3-ethyl-5,6-dimethoxyisoindolin-1-one